(E)-Methyl 4-coumarate C(\C=C\C1=CC=C(C=C1)O)(=O)OC